N-{2-[(4-{[2-(dimethylamino)ethyl](methyl)amino}-2-methoxyphenyl)amino]-5-ethynyl-7-oxo-8-phenylpyrido[2,3-d]pyrimidin-6-yl}acetamide CN(CCN(C1=CC(=C(C=C1)NC=1N=CC2=C(N1)N(C(C(=C2C#C)NC(C)=O)=O)C2=CC=CC=C2)OC)C)C